C(C)N(CCCCNC(OCC1=CC=CC=C1)=O)CCO benzyl (4-(ethyl(2-hydroxyethyl)amino)butyl)carbamate